N,N'-bis(2,2,6,6-tetramethyl-4-piperidyl)hexamethylene-diamine CC1(NC(CC(C1)NCCCCCCNC1CC(NC(C1)(C)C)(C)C)(C)C)C